3-(2-(4-nitrobenzoyl)-1,2,3,4-tetrahydroisoquinolin-5-yl)-3-(4-nitrophenyl)propanoic acid [N+](=O)([O-])C1=CC=C(C(=O)N2CC3=CC=CC(=C3CC2)C(CC(=O)O)C2=CC=C(C=C2)[N+](=O)[O-])C=C1